N-(QUINOLIN-8-YL)METHANESULFONAMIDE N1=CC=CC2=CC=CC(=C12)NS(=O)(=O)C